ethyl (1-{4-[(5-amino-3-tert-butyl-pyrazol-1-carbonyl)-amino]-phenyl}-1H-benzimidazol-5-yl oxy)-acetate NC1=CC(=NN1C(=O)NC1=CC=C(C=C1)N1C=NC2=C1C=CC(=C2)OCC(=O)OCC)C(C)(C)C